methyl-chlorothiazine CC1=C(NSC=C1)Cl